2-ureidoacetamide N(C(=O)N)CC(=O)N